COC=1C=C(CN2C(NC(N=C2)=O)=O)C=C(C1)OC 1-(3,5-dimethoxybenzyl)-1,3,5-triazine-2,4-dione